(ethylhexyloxyhydroxyphenyl)(4-methoxyphenyl)triazine C(C)C1=C(C(=C(C=C1)C=1C(=NN=NC1)C1=CC=C(C=C1)OC)O)OCCCCCC